ClC=1C(=C2N=C(N=C3C2=C(N(C[C@@H]2[C@@H]4CC[C@H](CN32)N4C(=O)OC(C)(C)C)C)N1)SC)F tert-butyl (5aR,6S,9R)-2-chloro-1-fluoro-4-methyl-12-(methylthio)-4,5,5a,6,7,8,9,10-octahydro-3,4,10a,11,13,14-hexaaza-6,9-methanonaphtho[1,8-ab]heptalene-14-carboxylate